ClC1=CC=C(CC=2N=C3N(C=CC(=C3)C=3OC(=NN3)C(F)F)C2)C=C1 2-(2-(4-chlorobenzyl)imidazo[1,2-a]pyridin-7-yl)-5-(difluoromethyl)-1,3,4-oxadiazole